ClP1(OCCO1)=O 2-chloro-1,3,2-dioxaphospholane 2-oxide